Cl.N=1N=C(NC1)COC1=C(C=C(C=C1OC)C=1C2=C(C=NC1)N(C(N2C)=O)CC(=O)NC2=CC=C(C=C2)F)F 2-(7-(4-((4H-1,2,4-triazol-3-yl)methoxy)-3-fluoro-5-methoxyphenyl)-1-methyl-2-oxo-1,2-dihydro-3H-imidazo[4,5-c]pyridin-3-yl)-N-(4-fluorophenyl)acetamide hydrochloride salt